2,6-bis(tert-butyl)phenol C(C)(C)(C)C1=C(C(=CC=C1)C(C)(C)C)O